FC1=C(C(=C(C(=C1F)F)F)NC)S(=O)(=O)NC1=CC(=C(C=C1)OC)F 2,3,4,5-tetrafluoro-N-(3-fluoro-4-methoxyphenyl)-6-(methylamino)benzenesulfonamide